O1COC2=C1C=CC(=C2)C=2N=CN(C2C=2C=CC=1N(N2)C(=CN1)C#N)CC(F)F 6-(4-(benzo[d][1,3]dioxol-5-yl)-1-(2,2-difluoroethyl)-1H-imidazol-5-yl)imidazo[1,2-b]pyridazine-3-carbonitrile